(2-(2-(2-hydroxyethoxy)ethoxy)ethyl)isoindoline-1,3-dione OCCOCCOCCN1C(C2=CC=CC=C2C1=O)=O